N(=C=O)CCCCCCCCCC1C=CC(C(C1C=CCCCCC)C=CCCCCC)CCCCCCCCCN=C=O 3,6-bis(9-isocyanatononyl)-4,5-bis-(1-heptenyl)cyclohexene